FC(C1=C(C=CC(=C1)C(F)(F)F)C=1C=2N(C3=CC=C(C=C3N1)C(=O)O)C=CC2)(F)F 4-(2,4-bis(trifluoromethyl)phenyl)pyrrolo[1,2-a]quinoxaline-7-carboxylic acid